2,3,3,4-tetramethyl-6-propyl-3,6-dihydro-2H-pyran CC1OC(C=C(C1(C)C)C)CCC